ClC=1C2=C(N=CN1)N(C(=C2)B(O)O)C (4-chloro-7-methyl-7H-pyrrolo[2,3-d]pyrimidin-6-yl)boronic acid